3-(octadecan-3-yl)-1,2,4-oxadiazol-5(4H)-one CCC(CCCCCCCCCCCCCCC)C1=NOC(N1)=O